(S)-4-((2-((6-methylpyridin-3-yl)oxy)ethyl)(4-(5,6,7,8-tetrahydro-1,8-naphthyridin-2-yl)butyl)amino)-2-(pyridin-2-ylamino)butanoic acid CC1=CC=C(C=N1)OCCN(CC[C@@H](C(=O)O)NC1=NC=CC=C1)CCCCC1=NC=2NCCCC2C=C1